1-(3-((5-chloro-2-((3-methyl-1-(1-methylpiperidin-4-yl)-1H-pyrazol-4-yl)amino)pyrimidin-4-yl)amino)propyl)azepan-2-one ClC=1C(=NC(=NC1)NC=1C(=NN(C1)C1CCN(CC1)C)C)NCCCN1C(CCCCC1)=O